3-(2-Aminophenyl)-5-(phenylamino)pyridin NC1=C(C=CC=C1)C=1C=NC=C(C1)NC1=CC=CC=C1